C(CCCCC(=O)O)(=O)N adipic acid, amide